C(C)C=1C=C(C=C(C1)OC)C1CCC2(CN(C2)C(=O)C2CC(C2)(C)O)CC1 (7-(3-Ethyl-5-methoxyphenyl)-2-azaspiro[3.5]nonan-2-yl)((1s,3s)-3-hydroxy-3-methylcyclobutyl)methanone